N-(2-(4-ethylpiperazine-1-yl)-5-((6-((R)-3-(3-fluorophenyl)isoxazolidine-2-yl)pyrimidine-4-yl)amino)-4-methoxyphenyl)acrylamide C(C)N1CCN(CC1)C1=C(C=C(C(=C1)OC)NC1=NC=NC(=C1)N1OCC[C@@H]1C1=CC(=CC=C1)F)NC(C=C)=O